ClCCOC(CC1(C(N2C(C=3C=CC=CC13)=CC=1C=C(C=CC12)Cl)=O)C)=O 2-chloroethyl-2-(10-chloro-5-methyl-6-oxo-5,6-dihydroindolo[2,1-a]isoquinolin-5-yl)acetate